7,7-dimethoxymethyl-2,5-norbornadiene COCC1(C2C=CC1C=C2)COC